C1(CCCC1)CNS(=O)(=O)C1=CC=2C(C3=CC(=CC=C3C2C=C1)S(=O)(=O)NCC1CCCC1)=NO N2,N7-bis(cyclopentylmethyl)-9-(hydroxyimino)-9H-fluorene-2,7-disulfonamide